CN1C2=C(OC[C@@H](C1=O)NC(=O)C1=NOC(=C1)C1(CC1)C1=CC=CC=C1)C=CC=C2 (S)-N-(5-methyl-4-oxo-2,3,4,5-tetrahydrobenzo[b][1,4]oxazepin-3-yl)-5-(1-phenylcyclopropyl)isoxazole-3-carboxamide